O1C(=CC2=C1C=CC=C2)C2=CC=C(C=C2)N(C2=CC=C(C=C2)C2=CC1=C(N=C(O1)C1=CC3=CC=CC=C3C=C1)C=C2)C2=CC=C(C=C2)C=2OC1=C(C2)C=CC=C1 N,N-bis(4-benzofuran-2-yl-phenyl)-N-{4-(2-naphthalene-2-yl-benzooxazole-6-yl)-phenyl}-amine